ClC1=C(C(=C(C=C1)C=1N=NN(C1)[C@H]1[C@H]([C@H](O[C@@H]([C@@H]1OC)CC1=CC(=NO1)C1(CCCC1)C)CO)O)F)F (2R,3R,4S,5R,6R)-4-(4-(4-chloro-2,3-difluorophenyl)-1H-1,2,3-triazol-1-yl)-2-(hydroxymethyl)-5-methoxy-6-((3-(1-methylcyclopentyl)isoxazol-5-yl)methyl)tetrahydro-2H-pyran-3-ol